1-[5-ethylsulfanyl-6-[7-(trifluoromethyl)imidazo[1,2-c]pyrimidin-2-yl]-3-pyridyl]cyclopropanecarbonitrile C(C)SC=1C=C(C=NC1C=1N=C2N(C=NC(=C2)C(F)(F)F)C1)C1(CC1)C#N